N1(CCOCC1)C=1C=CC=2N(C1)N=CC2C(=O)O 6-morpholin-4-ylpyrazolo[1,5-a]pyridine-3-carboxylic acid